[2-(benzyloxy)ethyl]({2'-ethoxy-4-[(2R)-2-ethylpiperazin-1-yl]-[1,1'-biphenyl]-3-yl}methyl)amine trifluoroacetate FC(C(=O)O)(F)F.C(C1=CC=CC=C1)OCCNCC=1C=C(C=CC1N1[C@@H](CNCC1)CC)C1=C(C=CC=C1)OCC